ClC1=C(C=NN(C1=O)C)N[C@@H]1C[C@@H](CN(C1)C)C1=CC=C(C(=O)N2CCC3(CC2)CCN(CC3)C3=CC=C(C=C3)C3C(NC(CC3)=O)=O)C=C1 3-[4-[3-[4-[(3R,5R)-5-[(5-chloro-1-methyl-6-oxo-pyridazin-4-yl)amino]-1-methyl-3-piperidyl]benzoyl]-3,9-diazaspiro[5.5]undecan-9-yl]phenyl]piperidine-2,6-dione